(2S,4R)-4-(difluoromethoxy)-1-((3-((2-fluoro-4-methylbenzyl)oxy)benzoyl)glycyl)-N-((1-(phenylsulfonyl)-1H-pyrrolo[3,2-c]pyridin-2-yl)methyl)pyrrolidine-2-carboxamide FC(O[C@@H]1C[C@H](N(C1)C(CNC(C1=CC(=CC=C1)OCC1=C(C=C(C=C1)C)F)=O)=O)C(=O)NCC1=CC=2C=NC=CC2N1S(=O)(=O)C1=CC=CC=C1)F